C(C)OC(C(=CS(=O)(=O)C1=C(C=CC=C1)Br)N)=O (2-bromophenylsulfonyl)-2-aminoacrylic acid ethyl ester